4-[6-[(3S)-3-aminopiperidine-1-carbonyl]imidazo[1,2-a]pyridin-8-yl]-3-(5-cyclopropyl-2-methylpyrazol-3-yl)oxybenzonitrile N[C@@H]1CN(CCC1)C(=O)C=1C=C(C=2N(C1)C=CN2)C2=C(C=C(C#N)C=C2)OC=2N(N=C(C2)C2CC2)C